FC1(CN(CC1)C1=NC=CC(=C1NC(=O)C=1C=NC(=NC1)C(C)C)C1=CC(=CC=C1)C(C)(C)O)F N-[2-(3,3-difluoropyrrolidin-1-yl)-4-[3-(1-hydroxy-1-methyl-ethyl)-phenyl]-3-pyridyl]-2-isopropyl-pyrimidine-5-carboxamide